[1-(2-azaspiro[3.3]heptan-6-yl)pyrazol-4-yl]-8-chloro-7-[(2-methyl-3H-benzimidazol-5-yl)oxy]quinoxaline C1NCC12CC(C2)N2N=CC(=C2)C2=NC1=C(C(=CC=C1N=C2)OC2=CC1=C(N=C(N1)C)C=C2)Cl